FC1=C(C(=CC=C1)F)[C@@H]1CC(=NO1)C=1N=C(SC1)C1CCN(CC1)C(CN1N=C(C=C1C)CC(F)(F)F)=O 1-(4-{4-[(5S)-5-(2,6-Difluorophenyl)-4,5-dihydro-1,2-oxazol-3-yl]-1,3-thiazol-2-yl}piperidin-1-yl)-2-[5-methyl-3-(trifluoroethyl)-1H-pyrazol-1-yl]ethanone